N1-((S)-7-(3-(dimethylamino)prop-1-yn-1-yl)-5-methyl-4-oxo-2,3,4,5-tetrahydrobenzo[b][1,4]oxazepin-3-yl)-N2-((R)-1-phenylethyl)oxalamide CN(CC#CC1=CC2=C(OC[C@@H](C(N2C)=O)NC(C(=O)N[C@H](C)C2=CC=CC=C2)=O)C=C1)C